(S)-(4,4-difluorocyclohexyl)(7-((S)-1-((S)-4-(difluoromethyl)-2-oxoimidazolidin-1-yl)-2-methoxyethyl)imidazo[1,2-b]pyridazin-2-yl)methylammonium FC1(CCC(CC1)[NH2+]CC=1N=C2N(N=CC(=C2)[C@@H](COC)N2C(N[C@@H](C2)C(F)F)=O)C1)F